2-(3-cyanobenzyloxy)benzylamine C(#N)C=1C=C(COC2=C(CN)C=CC=C2)C=CC1